N-(2-amino-1,1-dimethylethyl)-N,N-dimethylamine CC(C)(CN)N(C)C